ClC=1C=C2C(=CC1C)NC([C@]21CN(CC1)C(CO)=O)=O (S)-5-chloro-1'-(2-hydroxyacetyl)-6-methylspiro[indoline-3,3'-pyrrolidin]-2-one